N,N-dimethyl-1-(3-((2R,5S)-5-methylpiperidin-2-yl)phenyl)piperidin-4-amine tert-Butyl-(2R,5S)-2-[3-[4-(dimethylamino)-1-piperidyl]phenyl]-5-methyl-piperidine-1-carboxylate C(C)(C)(C)OC(=O)N1[C@H](CC[C@@H](C1)C)C1=CC(=CC=C1)N1CCC(CC1)N(C)C.CN(C1CCN(CC1)C1=CC(=CC=C1)[C@@H]1NC[C@H](CC1)C)C